5-Nitro-o-anisidine COC1=C(C=C(C=C1)[N+](=O)[O-])N